C(CC)N1C(C(=NC2=CC=CC=C12)C1=CC=C(C=C1)C)=O 1-propyl-3-(p-tolyl)quinoxalin-2(1H)-one